[Si](C)(C)(C(C)(C)C)OC1=CC(=C(C=C1)N=C(N)C1=C(C=2N(N=C1)C=CC2)NC2C1CC3CC(CC2C3)(C1)O)CC N'-(4-(tert-butyl(dimethyl)silyl)oxy-2-ethyl-phenyl)-4-((5-hydroxy-2-adamantyl)amino)pyrrolo[1,2-b]pyridazine-3-carboxamidine